BrC1=NN(C(=C1)C(=O)NC(C)C)C 3-bromo-N-isopropyl-1-methyl-1H-pyrazole-5-carboxamide